FC1(CN(C1)CC1=C(C(=CC=C1)C1=CC=CC=C1)S(=O)(=O)N(COC)C1=NOC(=C1C)C)F ((3,3-difluoroazetidin-1-yl)methyl)-N-(4,5-dimethylisoxazol-3-yl)-N-(methoxymethyl)-[1,1'-biphenyl]-2-sulfonamide